BrC1=CC=C(C=C1)N1NC(C=C1)=O 1-(4-bromophenyl)-1,2-dihydro-3H-pyrazol-3-one